1-(2,7-dichloro-8-fluoro-5-methylpyrido[4,3-d]pyrimidin-4-yl)piperidin-3-ol ClC=1N=C(C2=C(N1)C(=C(N=C2C)Cl)F)N2CC(CCC2)O